2-chloro-N-(3,4-difluorophenyl)-3-(2-((3-hydroxy-2,2-dimethylpropyl)amino)-2-oxoacetyl)-5,6,7,8-tetrahydroindolizine-1-carboxamide ClC=1C(=C2CCCCN2C1C(C(=O)NCC(CO)(C)C)=O)C(=O)NC1=CC(=C(C=C1)F)F